tert-Butyl 6-(3-cyclopropylphenyl)-6-hydroxy-2-azaspiro[3.3]heptane-2-carboxylate C1(CC1)C=1C=C(C=CC1)C1(CC2(CN(C2)C(=O)OC(C)(C)C)C1)O